7-cyclobutyl-8-(cyclobutylmethoxy)-N-(1,1-dioxido-2,3-dihydrothiophen-3-yl)-2-oxo-1,2-dihydroquinoline-3-carboxamide C1(CCC1)C1=CC=C2C=C(C(NC2=C1OCC1CCC1)=O)C(=O)NC1CS(C=C1)(=O)=O